C(C)N1C=CC2=CC=C(C=C12)C=1C=C(C=CC1)[C@H](CC(=O)OCC)NC(=O)NC=1C(N(C=CC1O)C)=O Ethyl (S)-3-(3-(1-Ethyl-1H-indol-6-yl)phenyl)-3-(3-(4-hydroxy-1-methyl-2-oxo-1,2-dihydropyridin-3-yl)ureido)propanoat